5-(4-aminopyrrolo[2,1-f][1,2,4]triazin-7-yl)-2-cyano-3,4-dihydroxytetrahydrofuran NC1=NC=NN2C1=CC=C2C2C(C(C(O2)C#N)O)O